3-(5,5'-Difluoro-6'-methyl-[3,4'-bipyridin]-2'-yl)-5-(5-fluoropyridin-2-yl)-1,2,4-oxadiazole FC=1C=C(C=NC1)C1=CC(=NC(=C1F)C)C1=NOC(=N1)C1=NC=C(C=C1)F